OCCC1=CC=C(CN(C2=CC=C(C#N)C=C2)N2C=NN=C2)C=C1 4-((4-(2-hydroxyethyl)benzyl)(4H-1,2,4-triazol-4-yl)amino)benzonitrile